(R)-2,6-diamino-N-((R)-1-phenylpropan-2-yl)hexanamide N[C@@H](C(=O)N[C@@H](CC1=CC=CC=C1)C)CCCCN